1,3-diethyl 2-[(3-methoxyphenyl) methylene]-malonate COC=1C=C(C=CC1)C=C(C(=O)OCC)C(=O)OCC